ClC=1N=C(C2=C(N1)C(=NC(=N2)Cl)NCCC)N[C@H](CO)C (S)-2-(2,6-dichloro-8-propylamino-pyrimido[5,4-d]pyrimidin-4-ylamino)-propan-1-ol